Cl.Cl.NCCOC1=C(C=CC=C1)C1=CC(=CC=C1)CC1NCCCC1NS(=O)(=O)C N-(2-((2'-(2-aminoethoxy)-[1,1'-biphenyl]-3-yl)methyl)piperidin-3-yl)-methanesulfonamide dihydrochloride